C(C)C(CN1C2=CC=CC=C2SC=2C=CC=CC12)CC 10-(2-ethylbutyl)phenothiazine